BrC=1C=C2C(=NC1)N(C=C2)S(=O)(=O)C2=CC=C(C)C=C2 5-bromo-1-tosyl-1H-pyrrolo[2,3-b]pyridine